CC1=C2C(=C(NC2=CC(=C1)C)C1=CC(=CC=C1)[N+](=O)[O-])C=O 4,6-DIMETHYL-2-(3-NITROPHENYL)-1H-INDOLE-3-CARBOXALDEHYDE